1-chloro-2,5-dimethyl-3-nitro-benzene ClC1=C(C(=CC(=C1)C)[N+](=O)[O-])C